chlorine (1,5-cyclooctadiene) copper (I) [Cu+].C1=CCCC=CCC1.[Cl+]